CC1=NC=NC(=C1C1=CC(=NN1)C1CCN(CC1)C(=O)OC(C)(C)C)C tert-butyl 4-(5-(4,6-dimethylpyrimidin-5-yl)-1H-pyrazol-3-yl)piperidine-1-carboxylate